COCCOC(=O)OCOP(=O)(OCOC(=O)OCCOC)C(C1=CC2=C(SC(=C2)C(=O)OCC2=CC=CC=C2)C=C1)(F)F benzyl 5-((bis((((2-methoxy ethoxy)carbonyl)oxy)methoxy)phosphoryl)difluoromethyl)benzo[b]thiophene-2-carboxylate